2-(4-ethoxyphenyl)-1H-pyrrolo[2,3-b]pyridine-6-carbonitrile C(C)OC1=CC=C(C=C1)C1=CC=2C(=NC(=CC2)C#N)N1